Tert-Butyl 3-((3aR,6R,6aS)-6-(4-chloro-5-iodo-7H-pyrrolo[2,3-d]pyrimidin-7-yl)-2,2-dimethyltetrahydro-4H-cyclopenta[d][1,3]dioxol-4-yl)piperidine-1-carboxylate ClC=1C2=C(N=CN1)N(C=C2I)[C@@H]2CC([C@@H]1[C@H]2OC(O1)(C)C)C1CN(CCC1)C(=O)OC(C)(C)C